3-{5-[4-(Dimethoxymethyl)piperidin-1-yl]-3-methyl-2-oxo-1,3-benzodiazol-1-yl}piperidine-2,6-dione COC(C1CCN(CC1)C1=CC2=C(N(C(N2C)=O)C2C(NC(CC2)=O)=O)C=C1)OC